N1=CC(=CC2=CC=CC=C12)C1=CC=CC=2N1N=CC2C(CCCC)=O 1-(7-(quinolin-3-yl)pyrazolo[1,5-a]pyridin-3-yl)pentan-1-one